1,1,3-trichloropropylene ClC(=CCCl)Cl